tert-butyl (3S,4R)-3,4-bis(4-cyanobutoxy)pyrrolidine-1-carboxylate C(#N)CCCCO[C@H]1CN(C[C@H]1OCCCCC#N)C(=O)OC(C)(C)C